5-(4-vinylphenyl)-2,5,6,7-tetrahydro-3H-pyrrolo[2,1-c][1,2,4]triazol-3-one C(=C)C1=CC=C(C=C1)C1CCC2=NNC(N21)=O